(S)-N-(5-(4-fluorophenoxy)pyrazin-2-yl)-2-(4-(5-methoxypyrazine-2-carbonyl)-3,3-dimethylpiperazin-1-yl)propanamide FC1=CC=C(OC=2N=CC(=NC2)NC([C@H](C)N2CC(N(CC2)C(=O)C2=NC=C(N=C2)OC)(C)C)=O)C=C1